sodium beta-mercaptoethylamine formate C(=O)[O-].SCCN.[Na+]